C(C)C1[C@@H]([C@H]1C=1C=NN(C1)C)C(=O)O (1S,3S)-2-ethyl-3-(1-methylpyrazol-4-yl)cyclopropanecarboxylic acid